C(C)(C)OC(=O)N[C@@H]1CC[C@H](CC1)C=1SC(=CN1)C1=C(C=C(C=C1)NC(OC(C)C)=O)S(=O)(=NC)C(C)C isopropyl trans-N-[4-[2-[4-(isopropoxycarbonylamino)cyclohexyl]thiazol-5-yl]-3-(S-isopropyl-N-methyl-sulfonimidoyl)phenyl]carbamate